Cl.COCC(=O)N1CC2=CC(=CC(=C2C1)[C@H]1NCCC1)C=1C=C2C(=NC1)NC=C2C (S)-2-methoxy-1-(6-(3-methyl-1H-pyrrolo[2,3-b]pyridin-5-yl)-4-(Pyrrolidin-2-yl)isoindolin-2-yl)ethan-1-one hydrochloride